N-Methyl-N-(3-(pyridin-4-yl)phenyl)-[1,2,4]triazolo[4,3-a]quinazolin-5-amine CN(C1=NC=2N(C3=CC=CC=C13)C=NN2)C2=CC(=CC=C2)C2=CC=NC=C2